7-methoxy-3-morpholinoquinoxalin-2(1H)-one COC1=CC=C2N=C(C(NC2=C1)=O)N1CCOCC1